4-amino-2-(2,5-dioxopyrrolidin-3-yl)isoindoline-1,3-dione NC1=C2C(N(C(C2=CC=C1)=O)C1C(NC(C1)=O)=O)=O